ClC=1C=C2C(C(=CN(C2=CC1N1[C@H](CCC1)COC1=NC=CC=C1Cl)CC1=NC=CC=C1)C(=O)O)=O (R)-6-chloro-7-(2-(((3-chloropyridin-2-yl)oxy)methyl)pyrrolidin-1-yl)-4-oxo-1-(pyridin-2-ylmethyl)-1,4-dihydroquinoline-3-carboxylic acid